2-[2-[2-[2-[2-[8-[(Z)-non-2-enoxy]-8-oxo-octoxy]-3-[8-[(Z)-oct-2-enoxy]-8-oxooctoxy] propoxy] ethoxy]ethoxy] ethoxy]ethyl 1-methylpiperidine-4-carboxylate CN1CCC(CC1)C(=O)OCCOCCOCCOCCOCC(COCCCCCCCC(=O)OC\C=C/CCCCC)OCCCCCCCC(=O)OC\C=C/CCCCCC